(S)-2-(2-(3-(1-(1-acetylazetidin-3-yl)piperidin-4-yl)-1-(difluoromethyl)-1H-pyrazolo[4,3-b]pyridin-5-yl)-7-(4-chlorophenyl)-5-methylbenzo[d]thiazol-6-yl)-2-(tert-butoxy)acetic acid C(C)(=O)N1CC(C1)N1CCC(CC1)C1=NN(C=2C1=NC(=CC2)C=2SC1=C(N2)C=C(C(=C1C1=CC=C(C=C1)Cl)[C@@H](C(=O)O)OC(C)(C)C)C)C(F)F